ClC1=C(C=CC=C1OC)C=1C=C2CC(C(C2=CC1)NC(O[C@@H]1CN2CCC1CC2)=O)(C)C (S)-quinuclidin-3-yl (5-(2-chloro-3-methoxyphenyl)-2,2-dimethyl-2,3-dihydro-1H-inden-1-yl)carbamate